[Na+].O=C\1N(C2=CC=CC=C2/C1=C\1/NC2=CC=CC=C2C1=O)C(=O)NCCC[NH3+] 3-[[(3Z)-2-oxo-3-(3-oxoindolin-2-ylidene)indoline-1-carbonyl]amino]propylammonium NAtrium